C(C)(C)(C)OC(=O)N1S(NCC1)(=O)=O 1,1-dioxo-1,2,5-thiadiazolidine-2-carboxylic acid tert-butyl ester